triethylene glycol bis(5-tert-butyl-4-hydroxy-3-methylcinnamate) C(C)(C)(C)C=1C(=C(C=C(C=CC(=O)OCCOCCOCCOC(C=CC2=CC(=C(C(=C2)C(C)(C)C)O)C)=O)C1)C)O